4-((3-fluoropropyl)(4-(5,6,7,8-tetrahydro-1,8-naphthyridin-2-yl)butyl)amino)-2-(quinazolin-4-ylamino)butyric acid FCCCN(CCC(C(=O)O)NC1=NC=NC2=CC=CC=C12)CCCCC1=NC=2NCCCC2C=C1